(8-methyl-3-(trifluoromethyl)-[1,2,4]triazolo[4,3-a]pyridin-7-yl)methanol CC=1C=2N(C=CC1CO)C(=NN2)C(F)(F)F